6-(7-(difluoromethyl)-6-(1-methyl-1H-pyrazol-4-yl)-3,4-dihydroquinolin-1(2H)-yl)imidazo[1,2-b]pyridazine-3-carboxylic acid ethyl ester C(C)OC(=O)C1=CN=C2N1N=C(C=C2)N2CCCC1=CC(=C(C=C21)C(F)F)C=2C=NN(C2)C